C(#C)C1=CC2=C(N=C(N=C2)NC2CC3(C2)CCN(CC3)S(=O)(=O)C)N(C1=O)[C@H]1[C@](CCC1)(C)O 6-ethynyl-8-((1R,2R)-2-hydroxy-2-methylcyclopentyl)-2-((7-(methylsulfonyl)-7-aza-spiro[3.5]non-2-yl)amino)pyrido[2,3-d]pyrimidin-7(8H)-one